8-bromo-1H-pyrrolo[1,2,3-de]quinoxalin-2(3H)-one BrC=1C=C2C=3N(CC(NC3C1)=O)C=C2